BrC=1C=C2C3(C(NC2=CC1)=O)C(C3)(C3=CC=CC=C3)C3=CC=CC=C3 5'-Bromo-2,2-diphenylspiro[cyclopropane-1,3'-indol]-2'-one